4-amino-1,1,3,3-tetrafluoro-2-(4-fluorophenyl)butan NCC(C(C(F)F)C1=CC=C(C=C1)F)(F)F